(S)-2-amino-N-(phenylmethyl-d2)propanamide N[C@H](C(=O)NC([2H])([2H])C1=CC=CC=C1)C